(R)-1-(3-(trifluoromethyl)phenyl)ethanamine FC(C=1C=C(C=CC1)[C@@H](C)N)(F)F